Cl.C(CC)C=1C=C(C=CC1C1=C(C(=CC(=C1)CCC)NC([C@H](CCCCN)N)=O)O)O 3',5-dipropyl-3-[(S)-2,6-diamino-hexanoyl]amino-2,1'-dihydroxy-1,4'-biphenyl hydrochloride